(1r,4r)-4-methylcyclohexane-1-carboxylic acid methyl ester COC(=O)C1CCC(CC1)C